(S)-2-(4,5-Dichlorothiophen-2-carboxamido)-N6-ethyl-N1-(1-(2-(2-adamantylamino)-2-oxoethyl)-2-oxo-1,2-dihydropyridin-3-yl)-5-oxohexandiamid ClC=1C=C(SC1Cl)C(=O)N[C@H](C(=O)NC=1C(N(C=CC1)CC(=O)NC1C2CC3CC(CC1C3)C2)=O)CCC(C(=O)NCC)=O